ClC1=C(C(=O)N2COC3=C(C2)C=CC=C3C3=CC(=C(C(=O)OC)C=C3F)O)C(=CC(=C1)N1[C@@H](CN(CC1)C)C)Cl methyl 4-[3-[2,6-dichloro-4-[(2R)-2,4-dimethylpiperazin-1-yl] benzoyl]-2,4-dihydro-1,3-benzoxazin-8-yl]-5-fluoro-2-hydroxybenzoate